NC1=NC2=CC(=CC=C2C=C1Br)CCC1([C@H]([C@H]([C@@H](C1)N1C=CC2=C1N=CN=C2N)O)O)CF (1s,2r,5r)-3-(2-(2-amino-3-bromoquinolin-7-yl)ethyl)-5-(4-amino-7H-pyrrolo[2,3-d]pyrimidin-7-yl)-3-(fluoromethyl)cyclopentane-1,2-diol